N-boc-hexahydro-1H-azepin-4-one CC(C)(C)OC(=O)N1CCCC(=O)CC1